C(C1=CC=CC=C1)C=1NC(=NN1)C(=O)NC1=NC=CC(=C1)C1=CC=CC=C1 5-benzyl-N-(4-phenylpyridin-2-yl)-4H-1,2,4-triazole-3-carboxamide